(R)-4-fluorobenzenesulfonic acid isopropyl ester C(C)(C)OS(=O)(=O)C1=CC=C(C=C1)F